2-[(1Z)-5-fluoro-1-({2-methoxy-4-[4-(propan-2-yl)phenoxy]phenyl}-methylene)-2-methyl-1H-inden-3-yl]acetic acid FC=1C=C2C(=C(/C(/C2=CC1)=C/C1=C(C=C(C=C1)OC1=CC=C(C=C1)C(C)C)OC)C)CC(=O)O